(4aR,8aS)-6-(4-((4-(2-aminoethoxy)phenyl)(phenyl)methylene)piperidine-1-carbonyl)hexahydro-2H-pyrido[4,3-b][1,4]oxazin-3(4H)-one NCCOC1=CC=C(C=C1)C(=C1CCN(CC1)C(=O)N1C[C@@H]2[C@@H](OCC(N2)=O)CC1)C1=CC=CC=C1